1,3-dimethoxy-5-nitrobenzene COC1=CC(=CC(=C1)[N+](=O)[O-])OC